ClC=1C=C2CCCC3(C2=CC1)OC3 6'-chlorospiro{oxirane-2,1'-tetralin}